5'-Benzoyl-2'-chloro-6-fluoro-[1,1'-biphenyl]-2-carbonitrile C(C1=CC=CC=C1)(=O)C=1C=CC(=C(C1)C=1C(=CC=CC1F)C#N)Cl